ClC=1C=C(C(=NC1)OC=1C=CC=2N(C1)C(=C(N2)C(=O)NC2(CCS(CC2)(=O)=O)C)C)OCC(F)(F)F 6-[[5-chloro-3-(2,2,2-trifluoroethoxy)-2-pyridyl]oxy]-3-methyl-N-(4-methyl-1,1-dioxo-thian-4-yl)imidazo[1,2-a]pyridine-2-carboxamide